5-((4-(4-((4-(4-(2,4-dioxotetrahydropyrimidin-1(2H)-yl)phenyl)piperazin-1-yl)methyl)piperidine-1-yl)-3-fluorophenyl)amino)-3-(4-methylpiperazin-1-yl)-1,2,4-triazine-6-carboxamide O=C1N(CCC(N1)=O)C1=CC=C(C=C1)N1CCN(CC1)CC1CCN(CC1)C1=C(C=C(C=C1)NC=1N=C(N=NC1C(=O)N)N1CCN(CC1)C)F